FC=1C(=NC(=NC1)NC1=CC(=C(C=C1)N1CCN(CC1)C)F)NC1=CC=C(C(=O)NO)C=C1 4-((5-fluoro-2-((3-fluoro-4-(4-methylpiperazin-1-yl)phenyl)amino)pyrimidin-4-yl)amino)-N-hydroxybenzamide